C(C)(C)OB(OC(C)C)OC(C)C.[Li].C(#N)CC(=O)NC=1SC(=NN1)C=1NC2=CC=CC=C2C1 2-cyano-N-(5-(1H-indol-2-yl)-1,3,4-thiadiazol-2-yl)acetamide lithium triisopropyl-borate salt